BrC1=C(C=NN1C)O[C@H]1C[C@@H](N(C1)C(=O)[O-])C (2S,4S)-4-((5-bromo-1-methyl-1H-pyrazol-4-yl)oxy)-2-methylpyrrolidine-1-carboxylate